1-(2-hydroxy-4,6-bis(methoxymethoxy)phenyl)ethane-1-one OC1=C(C(=CC(=C1)OCOC)OCOC)C(C)=O